C(C)(C)(C)N(C(O)=O)CC(=CF)CC1=CC2=C(N=C(O2)CCCC)C=C1.CN([C@@H](CCCNC(N)=N)C(=O)O)C N,N-Dimethyl-arginine tert-butyl-(2-((2-butylbenzo[d]oxazol-6-yl)methyl)-3-fluoroallyl)carbamate